tert-butyl (1R,5S)-3-(7-bromo-6-chloro-8-fluoro-2-((tetrahydro-2H-pyran-4-yl)oxy)quinazolin-4-yl)-3,8-diazabicyclo[3.2.1]octane-8-carboxylate BrC1=C(C=C2C(=NC(=NC2=C1F)OC1CCOCC1)N1C[C@H]2CC[C@@H](C1)N2C(=O)OC(C)(C)C)Cl